methyl 4-[2-(4-{4-amino-3-[4-(difluoromethanesulfonamido)-3-[(1S)-1-(4-fluorophenyl)ethoxy]phenyl]-1-methyl-1H-pyrazolo[4,3-c]pyridin-7-yl}-1H-pyrazol-1-yl)ethoxy]benzoate NC1=NC=C(C2=C1C(=NN2C)C2=CC(=C(C=C2)NS(=O)(=O)C(F)F)O[C@@H](C)C2=CC=C(C=C2)F)C=2C=NN(C2)CCOC2=CC=C(C(=O)OC)C=C2